ClC=1C(N(N=CC1NC[C@@H]1COCCC1)C1CCN(CC1)[C@H](C)C1=C(C=CC=C1F)F)=O 4-chloro-2-(1-((R)-1-(2,6-difluorophenyl)ethyl)piperidin-4-yl)-5-(((R)-tetrahydro-2H-pyran-3-yl)methylamino)pyridazin-3(2H)-one